butyl (3R)-3-[acetyl-(6-cyano-3-pyridyl)amino]piperidine-1-carboxylate C(C)(=O)N([C@H]1CN(CCC1)C(=O)OCCCC)C=1C=NC(=CC1)C#N